C(C)NC(=O)C=1C=C2C3(C(NC2=CC1)=O)CCC(CC3)OC3=NC=CC=C3 cis-N-ethyl-2'-oxo-4-(2-pyridyloxy)spiro[cyclohexane-1,3'-indoline]-5'-carboxamide